C(=O)(O)[C@H](CC(=O)C1=CC2=C(S1)C=C(C(=C2Cl)OCCCOC=2C(=C1CN(CC1=CC2OC)C(C[C@@H](C(=O)O)C)=O)Cl)O)C (S)-4-(5-(3-((2-((S)-3-carboxybutanoyl)-4-chloro-6-hydroxybenzo[b]thiophen-5-yl)oxy)propoxy)-4-chloro-6-methoxyisoindolin-2-yl)-2-methyl-4-oxobutanoic acid